ClC=1C(N(N=CC1OCC(C)OCCC(=O)N1CCN(CC1)C1=NC=C(C=N1)Cl)COCC[Si](C)(C)C)=O 4-chloro-5-(2-(3-(4-(5-chloropyrimidin-2-yl)piperazin-1-yl)-3-oxopropoxy)propoxy)-2-((2-(trimethylsilyl)ethoxy)methyl)pyridazin-3(2H)-one